(4R)-N-[4-(3,5-dichlorophenyl)-8-(dimethylamino)pyrido[3,2-d]pyrimidin-7-yl]chroman-4-carboxamide ClC=1C=C(C=C(C1)Cl)C=1C2=C(N=CN1)C(=C(C=N2)NC(=O)[C@@H]2CCOC1=CC=CC=C21)N(C)C